FC(C)C1=CC2=C(C(C=3C=CN=CC3C2=O)=O)S1 2-(1-fluoroethyl)thieno[2,3-g]isoquinoline-4,9-dione